Morpholino-[3-nitro-5-(trifluoromethyl)phenyl]methanone O1CCN(CC1)C(=O)C1=CC(=CC(=C1)C(F)(F)F)[N+](=O)[O-]